C1(=CC=CC=C1)CC(=O)N[C@@H](C1=C(C=CC=C1)Cl)C(=O)O N-phenylacetyl-(S)-o-chlorophenylglycine